C1NC(C12CCCNC2)=O 2,8-Diazaspiro[3.5]nonan-3-one